C1(CC1)C1=CC=C2C=C(C(NC2=C1)=O)C(=O)OC1=C(C(=C(C(=C1F)F)F)F)F 2,3,4,5,6-pentafluorophenyl 7-cyclopropyl-2-oxo-1H-quinoline-3-carboxylate